N-(3-((difluoromethyl)sulfonyl)phenyl)-2-(6-(2-((cis)-2,6-dimethylmorpholino)-1-methyl-6-oxo-1,6-dihydropyrimidin-4-yl)isoquinolin-3-yl)acetamide FC(S(=O)(=O)C=1C=C(C=CC1)NC(CC=1N=CC2=CC=C(C=C2C1)C=1N=C(N(C(C1)=O)C)N1C[C@@H](O[C@@H](C1)C)C)=O)F